FC(OC=1C=C2CN(CC2=CC1)C1=NC=CC(=N1)C1=NC=CC(=N1)C#CC=1C=C2C=NNC2=CC1)F 5-((2'-(5-(difluoromethoxyl)isoindolin-2-yl)-[2,4'-bipyrimidin]-4-yl)ethynyl)-1H-indazole